C(CCCC)OCCCCCNNC(=O)C1=CC=C(CNC(C2=CC=CC=C2)=O)C=C1 N-(4-(2-(5-(pentyloxy)pentyl)hydrazine-1-carbonyl)benzyl)benzamide